OC1(COCC1)C1=CC2=C(N=CS2)C=C1 6-(3-hydroxyoxolan-3-yl)-1,3-benzothiazol